2-amino-5-(4-aminophenyl)pyridine NC1=NC=C(C=C1)C1=CC=C(C=C1)N